(2,6-dimethyl-4-bromophenyl) iodide diacetate C(C)(=O)O.C(C)(=O)O.CC1=C(C(=CC(=C1)Br)C)I